dimethylsilyl(4-(4-(tert-butyl)phenyl)-2-isopropyl-inden-1-yl)(4-(4-(tert-butyl)phenyl)-2-methyl-1,5,6,7-tetrahydro-s-indacenyl)zirconium dichloride [Cl-].[Cl-].C[SiH](C)[Zr+2](C1C(=CC2=C(C=3CCCC3C=C12)C1=CC=C(C=C1)C(C)(C)C)C)C1C(=CC2=C(C=CC=C12)C1=CC=C(C=C1)C(C)(C)C)C(C)C